(trifluoromethyl)-1H-pyrrole FC(F)(F)N1C=CC=C1